8-((4-bromo-2-fluorophenyl)amino)-2-(2-(tert-butoxy)ethoxy)-4,7-dimethyl-3,4-dihydro-2,7-naphthyridine-1,6(2h,7h)-dione BrC1=CC(=C(C=C1)NC=1N(C(C=C2C(CN(C(C12)=O)OCCOC(C)(C)C)C)=O)C)F